C1=CC=CC=2C3=CC=CC=C3C(C12)COC(=O)N(C(C(=O)OC(C)(C)C)CC1=C(C=CC=C1)F)C tert-Butyl 2-((((9H-fluoren-9-yl)methoxy) carbonyl)(methyl)amino)-3-(2-fluorophenyl)propanoate